3-(6-Chloro-3-oxo-1H-pyrrolo[3,4-c]pyridin-2(3H)-yl)piperidine-2,6-dione ClC1=CC2=C(C=N1)C(N(C2)C2C(NC(CC2)=O)=O)=O